CC1=NN(C(=C1)C)C(=O)N 3,5-dimethyl-1H-pyrazole-1-carboxamide